B(F)(F)F.[SH3+].CC1=C(C=CC=C1)C1=CC=CC=C1 methyl-(biphenyl) sulfonium trifluoroborate